7-(7-(3-(9H-carbazol-9-yl)phenyl)-10-hexyl-10H-phenothiazin-3-yl)benzo[c][1,2,5]thiadiazole C1=CC=CC=2C3=CC=CC=C3N(C12)C=1C=C(C=CC1)C=1C=C2SC=3C=C(C=CC3N(C2=CC1)CCCCCC)C1=CC=CC=2C1=NSN2